FC=1C=CC(=C(C1)CS(=O)(=O)Cl)C1OCCC1 (5-fluoro-2-(tetrahydrofuran-2-yl)phenyl)methanesulfonyl chloride